1-(4-(bis(4-methoxybenzyl)amino)-2-(2-methoxypyridin-4-yl)thiazol-5-yl)pentane-1,3-dione COC1=CC=C(CN(C=2N=C(SC2C(CC(CC)=O)=O)C2=CC(=NC=C2)OC)CC2=CC=C(C=C2)OC)C=C1